7-((2S,5R)-2,5-diethyl-4-(1-(4-(trifluoromethyl)phenyl)ethyl)piperazin-1-yl)-4-methyl-2-(tetrahydro-2H-pyran-2-yl)-2,4-dihydro-5H-pyrazolo[4,3-b]pyridin-5-one C(C)[C@@H]1N(C[C@H](N(C1)C(C)C1=CC=C(C=C1)C(F)(F)F)CC)C=1C=2C(N(C(C1)=O)C)=CN(N2)C2OCCCC2